7-bromo-3-(2-hydroxypropan-2-yl)-1-isopropylquinolin-4(1H)-one BrC1=CC=C2C(C(=CN(C2=C1)C(C)C)C(C)(C)O)=O